C(C)(=O)NC(C(=O)O)CC1=CC(=CC(=C1)F)Br 2-acetamido-3-(3-bromo-5-fluorophenyl)propionic acid